propenyl-tri-n-propyl-ammonium hydroxide [OH-].C(=CC)[N+](CCC)(CCC)CCC